trans-4-amino-N,N-dimethylcyclohexanecarboxamide N[C@@H]1CC[C@H](CC1)C(=O)N(C)C